ClC1=CC2=C(N=N1)N(C1=C2COC1)C1CC(C1)(O)C (1s,3s)-3-(3-chloro-5,7-dihydro-8H-furo[3',4':4,5]pyrrolo[2,3-c]pyridazin-8-yl)-1-methylcyclobutanol